octahydrotrimethylnaphthalenol CC1(C(C2=CCCCC2CC1)(O)C)C